(E)-4-methyl-3-(2-(methylamino)ethylidene)pyrrolidin-2-one 2,2,2-trifluoroacetate FC(C(=O)O)(F)F.CC1\C(\C(NC1)=O)=C/CNC